(1R,3S,4R)-2-((3-chlorophenyl)-D-leucyl)-N-((R)-1-cyano-2-((S)-2-oxopiperidin-3-yl)ethyl)-5,5-difluoro-2-azabicyclo[2.2.2]octane-3-carboxamide ClC=1C=C(C=CC1)N[C@H](CC(C)C)C(=O)N1[C@H]2CC([C@@H]([C@H]1C(=O)N[C@H](C[C@H]1C(NCCC1)=O)C#N)CC2)(F)F